C(C)(=O)C1=NC=C(C(=C1)N1C(C=C(C=C1C1CC1)OCC1=NC=C(C=C1F)F)=O)C 2'-acetyl-6-cyclopropyl-4-((3,5-difluoropyridine-2-yl)methoxy)-5'-methyl-2H-[1,4'-bipyridine]-2-one